6-(2-chloroimidazo[1,2-a]pyridin-7-yl)-5-[1-(2,2-dimethylpropyl)-1H-pyrazol-4-yl]pyridine-2-carbonitrile ClC=1N=C2N(C=CC(=C2)C2=C(C=CC(=N2)C#N)C=2C=NN(C2)CC(C)(C)C)C1